N-(1-cyanocyclopropyl)-8-(4-isobutyrylpiperazin-1-yl)-3-(5-methyl-1,3,4-thiadiazol-2-yl)imidazo[1,2-a]pyridine-6-sulfonamide C(#N)C1(CC1)NS(=O)(=O)C=1C=C(C=2N(C1)C(=CN2)C=2SC(=NN2)C)N2CCN(CC2)C(C(C)C)=O